methyltri-n-butylammonium C[N+](CCCC)(CCCC)CCCC